3-phenyltetrahydrothiophene 1,1-dioxide C1(=CC=CC=C1)C1CS(CC1)(=O)=O